3-fluoro-4-(1-((4-oxo-4,5-dihydropyrrolo[1,2-a]quinoxalin-7-yl)methyl)-1,2,3,6-tetrahydropyridin-4-yl)benzonitrile FC=1C=C(C#N)C=CC1C=1CCN(CC1)CC=1C=C2NC(C=3N(C2=CC1)C=CC3)=O